OC(C(=O)Cl)CCCCCCCC 2-hydroxydecanoyl chloride